4-((2-cyanophenyl)thio)-6-(1-methyl-1H-pyrazol-4-yl)pyrazolo[1,5-a]pyridine-3-carbonitrile C(#N)C1=C(C=CC=C1)SC=1C=2N(C=C(C1)C=1C=NN(C1)C)N=CC2C#N